C(C)(C)(C)NC=1C=CC=2N(C(CCCC2N1)=O)C 2-(tert-butylamino)-5-methyl-5,7,8,9-tetrahydro-6H-pyrido[3,2-b]azepin-6-one